FC1(CC(C1)C(=O)N)F 3,3-difluorocyclobutanecarboxamide